ClC=1C=C(C=CC1F)NC1=NC2=CC(=C(C=C2C=C1)OC)OCCCN(CCCCCCCC)CCCCCCCC 2-((3-chloro-4-fluorophenyl)amino)-6-methoxy-7-(3-(dioctylamino)propoxy)quinoline